N-(3-(5-methylbenzo[d]oxazol-2-yl)phenyl)-2-(4-(trifluoromethoxy)phenyl)acetamide CC=1C=CC2=C(N=C(O2)C=2C=C(C=CC2)NC(CC2=CC=C(C=C2)OC(F)(F)F)=O)C1